2,2,6,6-tetramethylpiperidyl-lithium chloride [Cl-].CC1(N(C(CCC1)(C)C)[Li])C